OC1=CC=C(C=C1)\C=C/C(=O)OCC1=C(C=CC=C1)O[C@@H]1O[C@@H]([C@H]([C@@H]([C@H]1O)O)O)CO (2-{[(2S,3R,4S,5S,6R)-3,4,5-trihydroxy-6-(hydroxymethyl)oxan-2-yl]oxy}phenyl)methyl (2Z)-3-(4-hydroxyphenyl)prop-2-enoate